C(C)(C)(C)C=1C=C(N(N1)C1=CC=C(C=C1)C)NC(=O)NC1=CC=C(C2=CC=CC=C12)CCCN1CC(OCC1)COC 1-[5-tert-butyl-2-p-tolyl-2H-pyrazol-3-yl]-3-[4-(3-(2-methoxymethylmorpholin-4-yl)propan-1-yl)naphthalen-1-yl]-urea